2-({2-chloro-5-[5-ethyl-3-methyl-2,6-dioxo-4-(trifluoromethyl)-3,6-dihydropyrimidine-1(2H)-yl]-4-fluorophenyl}sulfanyl)propanoic acid ClC1=C(C=C(C(=C1)F)N1C(N(C(=C(C1=O)CC)C(F)(F)F)C)=O)SC(C(=O)O)C